2,4,6-tris(2-hydroxy-4-methoxycarbonyl-Propyloxyphenyl)-1,3,5-triazine OC(COC1=C(C=CC(=C1)C(=O)OC)C1=NC(=NC(=N1)C1=C(C=C(C=C1)C(=O)OC)OCC(C)O)C1=C(C=C(C=C1)C(=O)OC)OCC(C)O)C